N[C@H]1[C@@H]2N(C[C@H]1CC2)C(=O)C2=CC1=C(N(C(=N1)C1=CC=3C=CC=4CCNC4C3N1CC1CC1)C)C(=C2)F [(1R,4R,7R)-7-amino-2-azabicyclo[2.2.1]heptan-2-yl]-[2-[1-(cyclopropylmethyl)-7,8-dihydro-6H-pyrrolo[3,2-g]indol-2-yl]-7-fluoro-1-methyl-benzimidazol-5-yl]methanone